COCC1=C(CNC2=NC(=NC=C2C(=O)N)NC=2C=NN(C2)C)C=CC=C1 4-[[2-(methoxy-methyl)benzyl]amino]-2-[(1-methyl-1H-pyrazol-4-yl)amino]pyrimidin-5-carboxamide